ClC1=NC=C(C(=C1)N1C[C@H](C[C@H](C1)C(F)(F)F)NC(OC(C)(C)C)=O)I tert-butyl N-[(3S,5R)-1-(2-chloro-5-iodo-4-pyridyl)-5-(trifluoromethyl)-3-piperidyl]carbamate